2,6-dibenzoyl-1,4-phenylene ether C(C1=CC=CC=C1)(=O)C1=C2C(=CC(=C1)O2)C(C2=CC=CC=C2)=O